NC1=NC(=C(N=C1F)Br)F 2-amino-5-bromo-3,6-difluoropyrazin